benzyl 2-benzyloxycarbonylamino-4-oxobutyrate C(C1=CC=CC=C1)OC(=O)NC(C(=O)OCC1=CC=CC=C1)CC=O